C1(=CC=CC=C1)C(C1=CC=CC=C1)P(C1=C(C=CC=C1)S(=O)(=O)O)C(C1=CC=CC=C1)C1=CC=CC=C1 2-(Bis(diphenylmethyl)phosphino)benzenesulfonic acid